4-chloro-7-fluoro-1H-pyrazolo[4,3-C]pyridine ClC1=NC=C(C2=C1C=NN2)F